C(\C=C\C1=CC(O)=C(O)C=C1)(=O)O[2H] caffeic acid-d